FC1=C(C=C(C=C1)C1=CC(=C2C(=N1)N=C(N2)C2=CC=C(C=C2)N2CCN(CC2)CCC(=O)OCC)N(C)CC2(CCCC2)COC)C(F)(F)F Ethyl 3-[4-(4-{5-[4-fluoro-3-(trifluoromethyl)phenyl]-7-[{[1-(methoxymethyl) cyclopentyl]methyl}(methyl)amino]-1H-imidazo[4,5-b]pyridin-2-yl}phenyl)piperazin-1-yl]propanoate